OC1=C(OCC(=O)N(CC=2SC=CC2)C2=NNC=C2)C=CC(=C1)C 2-(2-hydroxy-4-methylphenoxy)-N-(1H-pyrazol-3-yl)-N-(thiophen-2-ylmethyl)-acetamide